C(C)(C)(C)N1C(CCC2=CC(=CC(=C12)C)B1OC(C)(C)C(C)(C)O1)=O tert-butyl-8-methyl-2-oxo-1,2,3,4-tetrahydroquinoline-6-boronic acid pinacol ester